[(1-hydroxycyclopropyl)methyl]pyridine-2-carboxamide OC1(CC1)CC=1C(=NC=CC1)C(=O)N